methoxyhafnium trichloride [Cl-].[Cl-].[Cl-].CO[Hf+3]